C(C=C)OC=1C=C(C(=O)N2CCN(CC2)C2=NC3=CC=CC=C3C(N2)=O)C=CC1 2-[4-(3-Allyloxybenzoyl)piperazin-1-yl]-3H-quinazolin-4-one